FC1=CC2=C(N(C(N=C2N2CCN(CC2)C(=O)[O-])=C=O)C2=C(C=CC=C2C)C(C)C)N=C1C1=C(C=CC=C1O)F (3S)-4-(6-fluoro-7-(2-fluoro-6-hydroxyphenyl)-1-(2-isopropyl-6-methylphenyl)-2-Carbonyl-1,2-dihydropyrido[2,3-d]pyrimidin-4-yl)piperazine-1-carboxylate